2,6-dimethoxy-N-(5-methoxy-6-{[3-(2-methylcyclopropyl)-1H-pyrazol-5-yl]amino}-1,2-benzoxazol-3-yl)-4-(1-methyl-1H-pyrazol-3-yl)benzene-1-sulfonamide COC1=C(C(=CC(=C1)C1=NN(C=C1)C)OC)S(=O)(=O)NC1=NOC2=C1C=C(C(=C2)NC2=CC(=NN2)C2C(C2)C)OC